1,6-dichloro-5-hexanol ClCCCCC(CCl)O